C(C)(=O)C1=CC(=C2C=C(C=CN12)OC)C(=O)NC1=C(C(=CC=C1)C=1OC=CC1)F 3-acetyl-N-(2-fluoro-3-(furan-2-yl)phenyl)-7-methoxyindolizine-1-carboxamide